6-chloro-3-(4-methylsulfanylpyrimidin-2-yl)imidazo[1,2-a]pyridine ClC=1C=CC=2N(C1)C(=CN2)C2=NC=CC(=N2)SC